ClC=1C(=NC(=NC1)N1C[C@@H](C(CC1)(F)F)CO)SC (R)-(1-(5-chloro-4-(methylthio)pyrimidin-2-yl)-4,4-difluoropiperidin-3-yl)methanol